(S)-N-(1-cyanopyrrolidin-3-yl)-N-methyl-2-(1H-pyrazol-4-yl)benzenesulfonamide C(#N)N1C[C@H](CC1)N(S(=O)(=O)C1=C(C=CC=C1)C=1C=NNC1)C